5-(bromomethyl)-1,2,3-trifluorobenzene BrCC=1C=C(C(=C(C1)F)F)F